5-chloro-3,7-dihydro-4H-pyrrolo[2,3-d]pyrimidin-4-one bis(triethylamine) salt C(C)N(CC)CC.C(C)N(CC)CC.ClC1=CNC=2N=CNC(C21)=O